ClC1=CC=C2C(=CN(C2=C1F)C(=O)OC(C)(C)C)C tert-butyl 6-chloro-7-fluoro-3-methyl-1H-indole-1-carboxylate